2-(4-chlorophenyl)-5-(1-methyl-1H-pyrazol-4-yl)-N4-(piperidin-4-yl)pyrimidine-2,4-diamine ClC1=CC=C(C=C1)C1(NC=C(C(=N1)NC1CCNCC1)C=1C=NN(C1)C)N